COCOC=1C=CC2=C(C=C(O2)C(=O)N(C)C)C1 5-(methoxymethyloxy)-N,N-dimethylbenzofuran-2-carboxamide